3-[methyl-(4-piperidinyl)carbamoyl]piperidine-1-carboxylic acid tert-butyl ester C(C)(C)(C)OC(=O)N1CC(CCC1)C(N(C1CCNCC1)C)=O